iron (III) p-toluensulfonate CC1=CC=C(C=C1)S(=O)(=O)[O-].[Fe+3].CC1=CC=C(C=C1)S(=O)(=O)[O-].CC1=CC=C(C=C1)S(=O)(=O)[O-]